O.O.O.[Er] erbium trihydrate